N-(4-(4-amino-5-(2-fluoro-4-((4-methylpyrimidin-2-yl)oxy)phenyl)-7-methyl-7H-pyrrolo[2,3-d]pyrimidin-6-yl)-3-fluorophenyl)methacrylamide NC=1C2=C(N=CN1)N(C(=C2C2=C(C=C(C=C2)OC2=NC=CC(=N2)C)F)C2=C(C=C(C=C2)NC(C(=C)C)=O)F)C